5-(hydroxymethyl)-3-(m-tolyl)oxazolidin-2-one OCC1CN(C(O1)=O)C=1C=C(C=CC1)C